3-(3-chlorophenyl)propan-1-ol ClC=1C=C(C=CC1)CCCO